N-(5-(cyclobutyl(4-methyl-4H-1,2,4-triazol-3-yl)methyl)-2-fluorophenyl)-5-((isobutylamino)methyl)-2-oxo-1-(2,2,2-trifluoroethyl)-1,2-dihydropyridine-3-carboxamide C1(CCC1)C(C=1C=CC(=C(C1)NC(=O)C=1C(N(C=C(C1)CNCC(C)C)CC(F)(F)F)=O)F)C1=NN=CN1C